(benzenesulfonyl)-2-chloro-6-[3-[2-[1-(trifluoromethyl)cyclopropyl]ethoxy]pyrazol-1-yl]pyridine-3-carboxamide C1(=CC=CC=C1)S(=O)(=O)C1=C(C(=NC(=C1)N1N=C(C=C1)OCCC1(CC1)C(F)(F)F)Cl)C(=O)N